NC1=C(C=C(C(=C1)C(F)(F)F)Cl)C(C)=O 1-[2-amino-5-chloro-4-(trifluoromethyl)phenyl]ethanone